tert-butyl (4-(3,5-bis((E)-3,4-difluorobenzylidene)-4-oxocyclohexyl)phenyl)-carbamate FC=1C=C(\C=C\2/CC(C\C(\C2=O)=C/C2=CC(=C(C=C2)F)F)C2=CC=C(C=C2)NC(OC(C)(C)C)=O)C=CC1F